N-{5-[1-(2-bromo-6-cyanophenyl)piperidin-4-yl]-1,3-thiazol-2-yl}acetamide BrC1=C(C(=CC=C1)C#N)N1CCC(CC1)C1=CN=C(S1)NC(C)=O